(7S)-5,7-diethyl-2-(((1-(4-fluorobenzyl)-1H-pyrazol-4-yl)methyl)amino)-8-methyl-7,8-dihydropteridin-6(5H)-one C(C)N1C=2C=NC(=NC2N([C@H](C1=O)CC)C)NCC=1C=NN(C1)CC1=CC=C(C=C1)F